(1R,3S,5R)-5-((hex-5-en-1-yl(methyl)amino)methyl)-2-(tert-butoxycarbonyl)-2-azabicyclo[3.1.0]hexane-3-carboxylic acid C(CCCC=C)N(C)C[C@]12C[C@H](N([C@@H]2C1)C(=O)OC(C)(C)C)C(=O)O